OC=1C(=C(C(=C(C1)CCC1=CC(=CC=C1)OC)O)OC)O trihydroxy-3,3'-dimethoxybibenzyl